tert-butyl N-[2-(5-chloropentanoylamino)ethyl]carbamate ClCCCCC(=O)NCCNC(OC(C)(C)C)=O